ClC1=CC=C(C=C1)C1=CC(=NC=C1OCC1CC1)C(=O)N[C@H]1[C@H](CCCC1)OC 4-(4-chlorophenyl)-5-(cyclopropylmethoxy)-N-[(1r,2s)-2-methoxycyclohexyl]pyridine-2-carboxamide